methyl 2-(2-bromo-4-(trifluoromethyl)phenyl)-4-methoxyquinoline-7-carboxylate BrC1=C(C=CC(=C1)C(F)(F)F)C1=NC2=CC(=CC=C2C(=C1)OC)C(=O)OC